2-(hydroxymethyl)benzene-1-carbaldehyde OCC1=C(C=CC=C1)C=O